N(C1=CC=CC=C1)C1=CC=C(C=C1)C(C1=CC(=C(N)C=C1)C)=C1C=CC(C=C1)=NC1=CC=CC=C1 4-[{4-(anilino)phenyl}-(4-phenyliminocyclohexa-2,5-dien-1-ylidene)methyl]-2-Methylaniline